3-(3-((tert-Butyldimethylsilyl)oxy)oxetan-3-yl)-1-(2,5-dichloropyrimidin-4-yl)-1H-indole [Si](C)(C)(C(C)(C)C)OC1(COC1)C1=CN(C2=CC=CC=C12)C1=NC(=NC=C1Cl)Cl